C(C=C)(=O)N1C(CN(CC1)C=1N=C2C(=NC1)NC=C2C(=O)N[C@H](COC)CC)(C)C 2-(4-acryloyl-3,3-dimethylpiperazin-1-yl)-N-[(2S)-1-meth-oxybutan-2-yl]-5H-pyrrolo[2,3-b]pyrazine-7-carboxamide